ClC=1C(=CC(=NC1)C1(CC(C1)(F)F)C(=O)O)C1=CCC(CC1)(F)F 1-[5-chloro-4-(4,4-difluorocyclohexen-1-yl)-2-pyridyl]-3,3-difluoro-cyclobutanecarboxylic acid